NC1=NC(=C2C(=N1)N(N=C2)CC=2C=C(OCCCCCCC(=O)NO)C=CC2)C2=CC(=CC=C2)C#N 7-(3-((6-amino-4-(3-cyanophenyl)-1H-pyrazolo[3,4-d]pyrimidin-1-yl)methyl)phenoxy)-N-hydroxyheptanamide